C7-fluoro-2-(4-methylthiazol-2-yl)-4H-pyrido[1,2-a]pyrimidin-4-one FC=1C=CC=2N(C(C=C(N2)C=2SC=C(N2)C)=O)C1